NC1=NC(=C2NC=NC2=N1)NC1=CC(=CC=C1)Br 2-amino-6-(3-bromoanilino)purine